(5S,8R)-3,5-difluoro-8-[(1S,2R)-2-fluoro-1-hydroxy-7-(3-methyltriazol-4-yl)-2,3-dihydro-1H-inden-4-yl]-5,6,7,8-tetrahydronaphthalene-1-carbonitrile FC=1C=C(C=2[C@H](CC[C@@H](C2C1)F)C1=C2C[C@H]([C@H](C2=C(C=C1)C=1N(N=NC1)C)O)F)C#N